ClC=1C=C(C=C(C1)Cl)N1N=C(C2=C1C1=C(OCC2)C=C(C(=C1)C)OC)C(=O)OCC ethyl 1-(3,5-dichlorophenyl)-8-methoxy-9-methyl-4,5-dihydro-1H-benzo[2,3]oxepino[4,5-c]pyrazole-3-carboxylate